C(C)OC(C(C1=CN(C2=CC=CC=C12)C)C1=C(C=C(C=C1)N)OC)=O 2-(4-amino-2-methoxyphenyl)-2-(1-methyl-1H-indol-3-yl)acetic acid ethyl ester